CC1=CC(=NC=C1C#N)C=1SC(=CN1)C(=O)N1C[C@H](OCC1)C=1C(=C2COC(C2=CC1)=O)C (R)-4-methyl-6-(5-(2-(4-methyl-1-oxo-1,3-di-hydroisobenzofuran-5-yl)morpholine-4-carbonyl)thiazol-2-yl)nicotinonitrile